COC1=C(C(=CC(=C1)C(F)(F)F)C)C1=CC=C2C(=N1)N=CN2[C@H]2CN(CCC2)C (R)-5-(2-methoxy-6-methyl-4-(trifluoromethyl)phenyl)-1-(1-methylpiperidin-3-yl)-1H-imidazo[4,5-b]pyridine